5-((tert-butoxycarbonyl)amino)-4-hydroxytetrahydro-2H-pyran-2-carboxylate C(C)(C)(C)OC(=O)NC1C(CC(OC1)C(=O)[O-])O